3-(11-oxo-8-(trifluoromethoxy)-10,11-dihydrodibenzo[b,f][1,4]oxazepin-2-yl)benzenesulfonamide O=C1NC2=C(OC3=C1C=C(C=C3)C=3C=C(C=CC3)S(=O)(=O)N)C=CC(=C2)OC(F)(F)F